3-((8-isopropyl-2-((tetrahydro-2H-pyran-4-yl)amino)pyrazolo[1,5-a][1,3,5]triazine-4-yl)amino)-8-azabicyclo[3.2.1]octane-8-carboxylic acid 1-(2-fluoroacryloyl)pyrrolidin-3-yl ester FC(C(=O)N1CC(CC1)OC(=O)N1C2CC(CC1CC2)NC2=NC(=NC=1N2N=CC1C(C)C)NC1CCOCC1)=C